ClC=1C(=C(C=CC1)N1C=CC=2C=3C1=NC=NC3C=CC2NC(\C=C\CNC(C)C)=O)F (E)-N-(4-(3-chloro-2-fluorophenyl)-4H-pyrido[2,3,4-de]quinazolin-7-yl)-4-(isopropylamino)but-2-enamide